8-[(1R)-1-[[6-Chloro-2-(methylsulfonimidoyl)-3-pyridyl]oxy]ethyl]-3,6-dimethyl-2-(1-methylpyrazol-4-yl)chromen-4-one ClC1=CC=C(C(=N1)S(=O)(=N)C)O[C@H](C)C=1C=C(C=C2C(C(=C(OC12)C=1C=NN(C1)C)C)=O)C